tert-butyl 4-((2-oxo-3-(tetradecylcarbamoyl)pyrrolidin-1-yl)methyl)benzoate O=C1N(CCC1C(NCCCCCCCCCCCCCC)=O)CC1=CC=C(C(=O)OC(C)(C)C)C=C1